C(C=C)(=O)OC(COC1=CC(=C(C=C1)N1N=C2C(=N1)C=CC=C2)O)COC 1-(4-(2H-benzo[d][1,2,3]triazol-2-yl)-3-hydroxyphenoxy)-3-methoxypropan-2-yl acrylate